(2S,6R)-4-(8-(6-(2-(1H-imidazol-4-yl)ethoxy)pyridin-3-yl)-3-methylimidazo[1,5-a]quinoxalin-1-yl)-2,6-dimethylmorpholine N1C=NC(=C1)CCOC1=CC=C(C=N1)C1=CC=C2N=CC=3N(C2=C1)C(=NC3C)N3C[C@@H](O[C@@H](C3)C)C